OC1CCC(CC1)C=1NC(C2=C(N1)C(=NC(=C2)C=2C=NN(C2)C)C=2C=NN(C2)C)=O ((1r,4r)-4-hydroxycyclohexyl)-6,8-bis(1-methyl-1H-pyrazol-4-yl)pyrido[3,4-d]pyrimidin-4(3H)-one